3-chloro-4-(difluoromethoxy)-N-(1H-indazol-4-ylmethyl)benzamide ClC=1C=C(C(=O)NCC2=C3C=NNC3=CC=C2)C=CC1OC(F)F